ClCC1=CC(=C(C(C=O)=C1)O)OC 5-chloromethyl-3-methoxysalicylaldehyde